C(C1=CC=C(C=C1)OC)(=O)OCCCO 3-hydroxypropyl anisate